C1(CC1)OC1=C(C=NC=C1)C(=O)NC1=CC(=C(C(=C1)F)OC1=CC=NC2=CC(=CC=C12)OCCC(C)O)F 4-cyclopropoxy-N-(3,5-difluoro-4-((7-(3-hydroxybutoxy)quinolin-4-yl)oxy)phenyl)pyridine-3-carboxamide